FC([C@H]1N(C(OC1)=O)C=1N=C2N(C(COC3=C2C=CC(=C3)N[C@H](C(=O)N)C)(C)C)C1)F (S)-2-((2-((S)-4-(difluoromethyl)-2-oxooxazolidin-3-yl)-5,5-dimethyl-5,6-dihydrobenzo[f]imidazo[1,2-d][1,4]oxazepin-9-yl)amino)propanamide